C(C)OC(=O)CN1C(=C(C=2C(C(=CC(C12)=O)OC)=O)CO)C 1-(Ethoxycarbonylmethyl)-3-(hydroxymethyl)-5-methoxy-2-methylindole-4,7-dione